4-(4-phenylmethoxyphenyl)-3-[2-[3-(trifluoromethyl)phenyl]sulfonylethylsulfanyl]-1H-1,2,4-triazol-5-one C1(=CC=CC=C1)COC1=CC=C(C=C1)N1C(=NNC1=O)SCCS(=O)(=O)C1=CC(=CC=C1)C(F)(F)F